C(C1=CC=CC=C1)N1CC(N(C(C1)COCC1=CC=CC=C1)C(=O)OC(C)(C)C)(C)C tert-butyl 4-benzyl-6-((benzyloxy)methyl)-2,2-dimethylpiperazine-1-carboxylate